7-bromo-9H-pyrido[3,4-b]Indole BrC1=CC=C2C3=C(NC2=C1)C=NC=C3